octyl-phosphate-styrene tert-butyl-(S)-4-(5-acetamido-7-(4-chloropyridin-2-yl)-7H-pyrrolo[2,3-d]pyrimidin-4-yl)-3-methylpiperazine-1-carboxylate C(C)(C)(C)OC(=O)N1C[C@@H](N(CC1)C=1C2=C(N=CN1)N(C=C2NC(C)=O)C2=NC=CC(=C2)Cl)C.C=CC2=CC=CC=C2.C(CCCCCCC)OP(=O)(O)O